2,6-bis(tert-butyl)pyridine C(C)(C)(C)C1=NC(=CC=C1)C(C)(C)C